S(=O)(=O)([O-])S(=O)[O-] Metabisulfit